5-methyl-6-(3-((3-methylpyridin-4-yl)amino)-7,8-dihydro-1,6-naphthyridin-6(5H)-yl-5,5,7,7-d4)nicotinonitrile CC=1C(=NC=C(C#N)C1)N1C(C=2C=C(C=NC2CC1([2H])[2H])NC1=C(C=NC=C1)C)([2H])[2H]